CC=1N=C(SC1CCOP(=O)([O-])[O-])C(=O)[O-] 4-methyl-5-[2-(phosphonatooxy)ethyl]-1,3-thiazole-2-carboxylate